N1C=NC2=C1C=C(C(=C2)N)N 1H-benzo[D]imidazole-5,6-diamine